Oxo-2H-chromene-8-carboxamide O=C1OC2=C(C=CC=C2C=C1)C(=O)N